N[C@@H]1CN(CC1)C1=CC(=C(C(=C1)F)N1C(N(C=2N=CC(=CC2C=2C=CC(=CC12)Cl)Cl)CC)=O)F 10-{4-[(3S)-3-aminopyrrolidin-1-yl]-2,6-difluorophenyl}-4,13-dichloro-8-ethyl-6,8,10-triazatricyclo[9.4.0.02,7]pentadeca-1(11),2(7),3,5,12,14-hexaen-9-one